acryloyloxyethyl-hexaHydrophthalic acid C(C=C)(=O)OCCC1(C(=O)O)C(C(=O)O)CCCC1